CC1(CCOCC1)CNC(=O)[C@@H]1CC12CCN(CC2)C(=O)OC(C(F)(F)F)C(F)(F)F |r| 1,1,1,3,3,3-hexafluoro-propan-2-yl (±)-1-(((4-methyltetra-hydro-2H-pyran-4-yl)methyl)carbamoyl)-6-azaspiro[2.5]octane-6-carboxylate